2-methyl-propyl iodopropionate IC(C(=O)OCC(C)C)C